6'-(2-chloro-5-fluoropyrimidin-4-yl)-2',3'-dihydro-1'H-spiro[cyclobutane-1,4'-isoquinoline]-1'-one ClC1=NC=C(C(=N1)C=1C=C2C3(CNC(C2=CC1)=O)CCC3)F